OC1=C2C(C=C(C(C2=CC=C1O)=O)C)=O 5,6-dihydroxy-2-methyl-1,4-naphthoquinone